4-(5-fluoro-2-nitrophenyl)butyric acid methyl ester COC(CCCC1=C(C=CC(=C1)F)[N+](=O)[O-])=O